NC1=NC=NN2C1=C(C(=N2)C2=CC=C(C=C2)NC(C=C)=O)C=2C=NC(=CC2)OC2CCC2 N-(4-(4-amino-5-(6-cyclobutoxy-pyridin-3-yl)pyrazolo[5,1-f][1,2,4]triazin-6-yl)phenyl)acrylamide